6-chloro-1,5-dimethyl-8-[4-(3-methyl-oxetan-3-ylmethoxy)-phenyl]-9H-pyrido[3,4-b]indole ClC=1C(=C2C3=C(NC2=C(C1)C1=CC=C(C=C1)OCC1(COC1)C)C(=NC=C3)C)C